ClC1=C(C=CC=C1)C1=C(C=NN1C)C(=O)NC1=CC(=CC=C1)C(F)(F)F 5-(2-chlorophenyl)-1-methyl-N-(3-(trifluoromethyl)phenyl)-1H-pyrazole-4-carboxamide